C(C)(C)(C)C(C(C(=O)OCC(COC(C(C(C1=CC=CC=C1)C(C)(C)C)(O)C(C)(C)C)=O)(COC(C(C(C1=CC=CC=C1)C(C)(C)C)(O)C(C)(C)C)=O)COC(C(C(C1=CC=CC=C1)C(C)(C)C)(O)C(C)(C)C)=O)(O)C(C)(C)C)C1=CC=CC=C1 pentaerythritol tetrakis(bis-tert-butylhydroxy hydrocinnamate)